C(C)(=O)C1=C(C2=C(N=C(N=C2)NC2=NC=C(C=C2)N2CCNCC2)N(C1=O)C1CCCC1)C 6-acetyl-8-cyclopentyl-5-methyl-2-[(5-piperazin-1-yl-2-pyridyl)amino]pyrido[2,3-d]-pyrimidin-7-one